CC(CCCCC)CCCC(CCCC)C 6,10-dimethyl-tetradecane